tert-butyl (4S)-4-[1-(2,6-dibenzyloxy-3-pyridyl)-5-fluoro-3-methyl-2-oxo-benzimidazol-4-yl]-3,3-difluoro-piperidine-1-carboxylate C(C1=CC=CC=C1)OC1=NC(=CC=C1N1C(N(C2=C1C=CC(=C2[C@H]2C(CN(CC2)C(=O)OC(C)(C)C)(F)F)F)C)=O)OCC2=CC=CC=C2